Cl.Cl.ClC=1C=C(C=CC1)N1C(=NC2=C1C=CC=C2)CCN 2-(1-(3-chlorophenyl)-1H-benzo[d]imidazol-2-yl)ethan-1-amine dihydrochloride